(R/S)-3,3-difluoro-3-(2-fluoro-3-((R/S)-1-((2-methyl-6-morpholino-8,9-dihydro-7H-cyclopenta[h]quinazolin-4-yl)amino)ethyl)phenyl)-2-methylpropane-1,2-diol FC([C@@](CO)(O)C)(C1=C(C(=CC=C1)[C@@H](C)NC1=NC(=NC2=C3C(=C(C=C12)N1CCOCC1)CCC3)C)F)F |r|